3-chloro-4-[(3,3-difluorocyclobutyl)methoxy]-2-fluoro-aniline ClC=1C(=C(N)C=CC1OCC1CC(C1)(F)F)F